CC1(CC=NO1)C 5,5-dimethyl-4,5-dihydro-1,2-oxazol